ClC1=CC=C(C=C1)N1N=C(C=C1)OC\C=C(/C(/C(=O)NC)=N\OC)\C (Z,2E)-5-[1-(4-chlorophenyl)pyrazol-3-yl]oxy-2-methoxyimino-N,3-dimethyl-pent-3-enamide